C1(=CC=CC=C1)C(COC)(COC)CCC(C)C 2-phenyl-2-isopentyl-1,3-dimethoxypropane